FC(CN1C(=NC=2C1=NC(=CC2)C=2C=CN1N=C(N=C(C12)NC)N[C@H]1CN(C[C@H]1F)C)C)F 5-(3-(2,2-Difluoroethyl)-2-methyl-3H-imidazo[4,5-b]pyridin-5-yl)-N2-((3S,4R)-4-fluoro-1-methylpyrrolidin-3-yl)-N4-methylpyrrolo[2,1-f][1,2,4]triazine-2,4-diamine